Methyl (2S)-3-(3-(2-(5-(5-((4-bromo-6-fluoro-1-tosyl-1H-indol-5-yl)oxy)-2-fluorophenyl)-1-methyl-1H-1,2,4-triazol-3-yl)-6-methyl-6-nitroheptan-2-yl)phenyl)-2-methylpropanoate BrC1=C2C=CN(C2=CC(=C1OC=1C=CC(=C(C1)C1=NC(=NN1C)C(C)(CCCC(C)([N+](=O)[O-])C)C=1C=C(C=CC1)C[C@@H](C(=O)OC)C)F)F)S(=O)(=O)C1=CC=C(C)C=C1